2-Ethylbutyl (S)-2-aminopropionate hydrochloride Cl.N[C@H](C(=O)OCC(CC)CC)C